1-(1H-imidazole-1-yl)propan-2-ol N1(C=NC=C1)CC(C)O